[NH4+].SC1=C(N=NS1)S dimercaptothiadiazole ammonium salt